C(C1=CC=CC=C1)OCCC(C1=C(N=NC(=C1)Cl)OC)N1N=CC(=C1)N 1-[3-benzyloxy-1-(6-chloro-3-methoxy-pyridazin-4-yl)propyl]pyrazol-4-amine